1-O-hexadecyl-2-oleoyl-sn-glycero-3-phosphocholine CCCCCCCCCCCCCCCCOC[C@H](COP(=O)([O-])OCC[N+](C)(C)C)OC(=O)CCCCCCC/C=C\CCCCCCCC